ClC1=CC=2C(OCCC=3C=CC(=CC3C3=CC=C(C(NS(C(=C1OC)C2)(=O)=O)=C3)OC)F)=O 14-chloro-4-fluoro-15,20-dimethoxy-17,17-dioxo-10-oxa-17λ6-thia-18-azatetracyclo[17.3.1.112,16.02,7]tetracosa-1(22),2(7),3,5,12(24),13,15,19(23),20-nonaen-11-one